2-[2-methoxypyrido[3,2-d]pyrimidin-8-yl]-1H,5H,6H,7H-pyrrolo[3,2-c]pyridin-4-one COC=1N=CC2=C(N1)C(=CC=N2)C2=CC=1C(NCCC1N2)=O